NC=1C=C(C=C(C1)C(F)(F)F)[C@@H](C)NC=1C2=C(N=C(N1)Cl)N=CC(=C2)N2CCN(CC2)C (R)-N-(1-(3-amino-5-(trifluoromethyl)phenyl)ethyl)-2-chloro-6-(4-methylpiperazin-1-yl)pyrido[2,3-d]pyrimidin-4-amine